3-pentafluoropropylmethacrylate FC(CC(F)(F)F)(C=C(C(=O)[O-])C)F